5-isopropyl-1,3-cyclohexanedione hydrate O.C(C)(C)C1CC(CC(C1)=O)=O